2-((6-((3-iodobenzyl)amino)-2-(prop-1-yn-1-yl)-9H-purine-9-yl)methyl)tetrahydrothiophene-3,4-diol IC=1C=C(CNC2=C3N=CN(C3=NC(=N2)C#CC)CC2SCC(C2O)O)C=CC1